(2-chloro-5-fluoropyrimidin-4-yl)isoindol-1-one ClC1=NC=C(C(=N1)C1=NC(C2=CC=CC=C12)=O)F